COC(=O)[C@@H]1CN(CC[C@H]1NC(=O)OC(C)(C)C)C1=C(C=NC2=CC=C(C=C12)Br)Cl trans-1-(6-bromo-3-chloroquinolin-4-yl)-4-{[(tert-butoxy)carbonyl]Amino}piperidine-3-carboxylic acid methyl ester